N-phenyl-o-phenylenediamine C1=CC=C(C=C1)NC2=CC=CC=C2N